FC1CN(C1)C/C=C/S(=O)(=O)CCN(C(OC(C)(C)C)=O)C tert-butyl N-[2-[(E)-3-(3-fluoroazetidin-1-yl)prop-1-enyl]sulfonylethyl]-N-methyl-carbamate